N-((3S,4S)-1-(imidazo[1,5-a]pyridine-8-carbonyl)-4-phenylpiperidin-3-yl)-2-isopropylthiazole-4-carboxamide C=1N=CN2C1C(=CC=C2)C(=O)N2C[C@H]([C@@H](CC2)C2=CC=CC=C2)NC(=O)C=2N=C(SC2)C(C)C